FC[C@@H]1[C@H](C1)C1=CN=NC=C1 4-((1S,2S)-2-(fluoromethyl)cyclopropyl)pyridazine